CNC(=O)C1=CSC=2C1=NC(=CC2C(F)(F)F)N2CCC(CC2)OC(=O)N2CC(NCC2)(C)C [1-[3-(methylcarbamoyl)-7-(trifluoromethyl) thieno[3,2-b]pyridin-5-yl]-4-piperidinyl]3,3-dimethylpiperazine-1-carboxylate